C(CCCCCCCCCCCCC)(=O)OC1=CC=C(C=C1)CC(=O)O 2-(4-tetradecanoyloxyphenyl)acetic acid